CNC[C@@H]1OCCC=2C(=CC3=C(C12)OCO3)O (R)-9-((methylamino)methyl)-6,9-dihydro-7H-[1,3]dioxolo[4,5-H]isochromen-5-ol